FC(CN1N=NC(=C1)C(=O)NCC1=NC=CC=C1F)CCN1N=NC(=C1)NC(CC1=C(C=CC(=C1)OC(F)(F)F)F)=O 1-[2-fluoro-4-(4-{2-[2-fluoro-5-(trifluoromethoxy)phenyl]acetamido}-1H-1,2,3-triazol-1-yl)butyl]-N-[(3-fluoropyridin-2-yl)methyl]-1H-1,2,3-triazole-4-carboxamide